(S)-2-((R)-3-Methyl-morpholin-4-yl)-9-(2-pyridin-2-ylethyl)-8-trifluoromethyl-6,7,8,9-tetrahydro-pyrimido[1,2-a]-pyrimidin-4-one C[C@H]1N(CCOC1)C=1N=C2N(C(C1)=O)CC[C@H](N2CCC2=NC=CC=C2)C(F)(F)F